(6-(4-(isopropylamino)-6-((2-(trifluoromethyl)pyridin-4-yl)amino)-1,3,5-triazin-2-yl)pyridin-2-yl)carbamic acid methyl ester COC(NC1=NC(=CC=C1)C1=NC(=NC(=N1)NC(C)C)NC1=CC(=NC=C1)C(F)(F)F)=O